(R)-5-hydroxy-6-((2-methoxyethyl)(methyl)amino)-2-methylhexan-3-one O[C@H](CC(C(C)C)=O)CN(C)CCOC